CC1=C(C2=C(N=N1)SC1=C2N=CN=C1NCC1=CC=C(C(=O)NC)C=C1)C 4-[[(3,4-dimethylpyrimidino[4',5':4,5]thieno[2,3-c]pyridazin-8-yl)amino]methyl]-N-methyl-benzamide